2-(((S)-5-amino-1-(((6-amino-2-methylpyridin-3-yl)methyl)amino)-1,5-dioxopentan-2-yl)carbamoyl)-4-benzylpyrrolidine-1-carboxylic acid tert-butyl ester C(C)(C)(C)OC(=O)N1C(CC(C1)CC1=CC=CC=C1)C(N[C@H](C(=O)NCC=1C(=NC(=CC1)N)C)CCC(=O)N)=O